S1C(=CC=C1)CC1=C(C(=O)N)C=CC=C1 (thiophen-2-ylmethyl)benzamide